C1(CCCC1)C1=NSC(=C1CN1CCCCC1)C(F)F (3-cyclopentyl-5-(difluoromethyl)isothiazol-4-yl)(piperidin-1-yl)methane